C1(=CC=C(C=C1)[Al])C (p-Tolyl)aluminum